[Si](C)(C)(C(C)(C)C)ON[C@@H]1C=C([C@H](NC1)C(=O)N)C (2S,5R)-5-(((tert-butyldimethylsilyl)oxy)amino)-3-methyl-1,2,5,6-tetrahydropyridine-2-carboxamide